NC[C@@H]1[C@H]2[C@@H]([C@@H]3[C@@H](OC(CN3C(C)=O)C)O1)OC(O2)(C)C ((3aS,4R,5aS,9aR,9bR)-4-(Aminomethyl)-2,2,7-trimethylhexahydro-4H,9H-[1,3]dioxolo[4',5':4,5]pyrano[2,3-b][1,4]oxazin-9-yl)ethan-1-one